ClC1=NC=C(C(=C1)NC(C(C)(C)C)O)C#CC=1C=NN(C1)C ((2-chloro-5-((1-methyl-1H-pyrazol-4-yl)ethynyl)pyridin-4-yl)amino)-2,2-dimethylpropan-1-ol